β-(3,4-epoxycyclohexyl)ethyl-methoxyethoxyisopropylsilane C1(CC2C(CC1)O2)CC[SiH](C(C)C)OCCOC